Tert-butyl (3-(benzyloxy)-4-methoxypyrazolo[1,5-a]pyridin-5-yl)carbamate C(C1=CC=CC=C1)OC=1C=NN2C1C(=C(C=C2)NC(OC(C)(C)C)=O)OC